N1N=CC=2C1=NC=C(C2)C#CC2=C(C=CC=C2)S(=O)(=O)N ((1H-pyrazolo[3,4-b]pyridin-5-yl)ethynyl)benzenesulfonamide